5-(5-cyclopropyl-4-ethenylisoxazol-3-yl)-7-isopropyl-7H-pyrrolo[2,3-d]Pyrimidine C1(CC1)C1=C(C(=NO1)C1=CN(C=2N=CN=CC21)C(C)C)C=C